O-(tert-butyl) 6-((tert-butyldimethylsilyl)oxy)-2-azaspiro[3.3]heptane-2-carbothioate [Si](C)(C)(C(C)(C)C)OC1CC2(CN(C2)C(OC(C)(C)C)=S)C1